6-chloro-N-(methyl-d3)-4-((5-methyl-1-((2-(trimethylsilyl)ethoxy)methyl)-4,5-dihydro-1H-pyrazolo[4,3-c]quinolin-6-yl)amino)nicotinamide ClC1=NC=C(C(=O)NC([2H])([2H])[2H])C(=C1)NC1=CC=CC=2C3=C(CN(C12)C)C=NN3COCC[Si](C)(C)C